(2-((2-((4-(4-(4-(2-aminoethyl)piperazin-1-yl)piperidin-1-yl)-2-methoxyphenyl)amino)-5-chloropyrimidin-4-yl)amino)phenyl)dimethylphosphine oxide HCl salt Cl.NCCN1CCN(CC1)C1CCN(CC1)C1=CC(=C(C=C1)NC1=NC=C(C(=N1)NC1=C(C=CC=C1)P(C)(C)=O)Cl)OC